C1(CCC1)[C@H](C)NCC=1C=C(C=2N(C1)C=CN2)C(=O)OC methyl (S)-6-(((1-cyclobutylethyl)amino)methyl)imidazo[1,2-a]pyridine-8-carboxylate